BrC=1C(=C(C=CC1)[C@@H](C)N)C (R)-1-(3-bromo-2-methylphenyl)ethane-1-amine